N1=C(C=NC=C1)C=NO pyrazine-2-carboaldehyde oxime